COC=1C=C2C=CC=C(C2=CC1)CC=O 2-(6-methoxynaphthalen-1-yl)acetaldehyde